OC1=C(C=C(C=C1C)C1=NC2=CC(=CC(=C2C(N1)=O)OC)OC)C 2-(4-hydroxy-3,5-dimethylphenyl)-5,7-dimethoxyquinazolin-4(3H)-one